(2-amino)ethoxyacetic acid NCCOCC(=O)O